diisobutyl ketone C(C(C)C)C(=O)CC(C)C